ClC=1C=C2C=NN(C2=CC1)C 5-chloro-N-methyl-1H-indazole